CC12CC3(CC(CC(C1)(C3)C)(C2)C)NC(CN2C(C(=CC=C2)NC([C@H](CCC(C(=O)NC)=O)NC(=O)C2=CN=CN2C)=O)=O)=O (S)-N1-(1-(2-(3,5,7-Trimethyl-1-adamantylamino)-2-oxoethyl)-2-oxo-1,2-dihydropyridin-3-yl)-N6-methyl-2-(1-methyl-1H-imidazol-5-carboxamido)-5-oxohexandiamid